C(C)OC(C(C(C(C1=CC=CC=C1)=O)[C@H]1OC(OC1)(C)C)(F)C)=O ((R)-2,2-dimethyl-1,3-dioxolanyl)-3-benzoyl-2-methyl-2-fluoropropionic acid ethyl ester